4-methoxy-N,N-bis(4-methoxybenzyl)1-(tetrahydro-2H-pyran-2-yl)-1H-pyrazole-5-sulfonamide COC=1C=NN(C1S(=O)(=O)N(CC1=CC=C(C=C1)OC)CC1=CC=C(C=C1)OC)C1OCCCC1